ClC=1C(=NC=CC1)N1N=CC=C1C(=O)N 2-(3-chloro-2-pyridyl)pyrazol-3-carboxamid